[Al+3].[Na+].[Si]([O-])([O-])([O-])[O-] silicic acid, sodium-aluminium salt